((((R)-1-(6-amino-9H-purin-9-yl) propan-2-yl) oxy) methyl) chlorophosphonate ClP(OCO[C@@H](CN1C2=NC=NC(=C2N=C1)N)C)([O-])=O